(R)-6-((4,4-difluoro-3-methylpiperidin-1-yl)methyl)-4-(trifluoromethyl)isoindolin-1-one FC1([C@@H](CN(CC1)CC1=CC(=C2CNC(C2=C1)=O)C(F)(F)F)C)F